NC1=NC2=CC=C(C=C2C=C1C)C(=O)N([C@H](C)C1=NC=CC=N1)CC=1N=NC(=CC1)N(C)C 2-amino-N-((6-(dimethylamino)-3-pyridazinyl)methyl)-3-methyl-N-((1R)-1-(2-pyrimidinyl)ethyl)-6-quinolinecarboxamide